C(C)[C@H](/C=C/CC)C(C)C (2R,5S,E)-5-ethyl-6-methylhept-3-en